C(C)(=O)ON=C(C)C1CCC2C3CCC4=CC(CCC4(C3CCC12C)C)=O 17-(1-(acetoxyimino)ethyl)-10,13-dimethyl-6,7,8,9,10,11,12,13,14,15,16,17-dodecahydro-1H-cyclopenta[a]phenanthren-3(2H)-one